5-methoxy-2-[(trans)-3-(benzyloxy)cyclobutyl]-2H-indazole COC1=CC2=CN(N=C2C=C1)[C@@H]1C[C@H](C1)OCC1=CC=CC=C1